(3-([1,2,4]triazolo[1,5-a]pyridin-6-yl)phenyl)methan-d2-ol N=1C=NN2C1C=CC(=C2)C=2C=C(C=CC2)C(O)([2H])[2H]